4-Methyl-6-morpholin-4-yl-2-propyl-N-[[4-(trifluoromethyl)-phenyl]-methyl]-pyridine-3-carboxylic acid amide CC1=C(C(=NC(=C1)N1CCOCC1)CCC)C(=O)NCC1=CC=C(C=C1)C(F)(F)F